C1(=C(C=CC=C1)C1=CC(=NC2=CC=C(C=C12)C(=O)N)\C=C\1/N(C2=CC=CC=C2C1=O)C(C)=O)C1=CC=CC=C1 (Z)-4-([1,1'-biphenyl]-2-yl)-2-((1-acetyl-3-oxo-indolin-2-ylidene)-methyl)quinoline-6-carboxamide